ClC1=CC(=C(C(=O)N2C[C@H](N(CC2)C2=C(C(=O)NCC3=CC=NC=C3)C=C(C=C2)C=2C(=NC=CC2)OCC)CC)C=C1)C(F)(F)F 2-[(2R)-4-[4-chloro-2-(trifluoromethyl)benzoyl]-2-ethylpiperazin-1-yl]-5-(2-ethoxypyridin-3-yl)-N-[(pyridin-4-yl)methyl]benzamide